Methyl (5-methoxy-1H-benzo[d]imidazol-2-yl)carbamate COC1=CC2=C(NC(=N2)NC(OC)=O)C=C1